2-chloro-7-(3'-(dimethylamino)-2',3'-dihydrospiro[cyclopropane-1,1'-inden]-6'-yl)-N,N-dimethyl-7H-pyrrolo[2,3-d]pyrimidine-6-carboxamide ClC=1N=CC2=C(N1)N(C(=C2)C(=O)N(C)C)C2=CC=C1C(CC3(C1=C2)CC3)N(C)C